1-(4-(4-chloro-2-(pyrrolidin-1-yl)benzyl)piperazine-1-carbonyl)-1H-pyrazole-3-carboxylic acid ClC1=CC(=C(CN2CCN(CC2)C(=O)N2N=C(C=C2)C(=O)O)C=C1)N1CCCC1